N-(2-(azetidin-3-yl)ethyl)-4-(2-cyano-7-((5-methoxy-7-methyl-1H-indol-4-yl)methyl)-7-azaspiro[3.5]nonan-6-yl)benzamide N1CC(C1)CCNC(C1=CC=C(C=C1)C1CC2(CC(C2)C#N)CCN1CC1=C2C=CNC2=C(C=C1OC)C)=O